(S)-2-(7-fluoro-1,2,3,4-tetrahydrocyclopenta[b]indol-3-yl)acetic acid FC1=CC=2C3=C(NC2C=C1)[C@@H](CC3)CC(=O)O